(2S,4R)-4-fluoro-1-[(2S,3R)-3-methoxy-2-(N-methylacetamido)butan-oyl]-N-[(2S)-phenyl[4-(propan-2-yl)phenyl]methyl]pyrrolidine-2-carboxamide F[C@@H]1C[C@H](N(C1)C([C@H]([C@@H](C)OC)N(C(C)=O)C)=O)C(=O)NC(C1=CC=C(C=C1)C(C)C)C1=CC=CC=C1